2-(4-(2-((dimethylamino)methyl)-1-methyl-1H-imidazol-5-yl)phenoxy)-3-fluorobenzaldehyde CN(C)CC=1N(C(=CN1)C1=CC=C(OC2=C(C=O)C=CC=C2F)C=C1)C